3-(((3s,4s)-4-methoxytetrahydrofuran-3-yl)oxy)-1-methyl-1H-pyrazol-4-amine CO[C@@H]1[C@H](COC1)OC1=NN(C=C1N)C